NC1=NC(=C(C=C1C(C(=O)OCC)(F)F)Br)Cl ethyl 2-(2-amino-5-bromo-6-chloropyridin-3-yl)-2,2-difluoroacetate